C(C)(C)(C)OC(\C=C/OC1=C(C=CC=C1)C1=CC(=CC=C1)CC1N(CCCC1NS(N(C)C)(=O)=O)C(=O)OC(C)(C)C)=O tert-butyl (Z)-2-((2'-((3-(tert-butoxy)-3-oxoprop-1-en-1-yl)oxy)-[1,1'-biphenyl]-3-yl)methyl)-3-((N,N-dimethylsulfamoyl)amino)piperidine-1-carboxylate